bis(dimethylamino)molybdenum CN(C)[Mo]N(C)C